(methylsulfanyl)-8H-pyrido[2,3-d]pyrimidin-7-one CSC=1N=CC2=C(N1)NC(C=C2)=O